1-[(2E)-hept-2-en-6-ynoyl]pyrrolidin-2-one C(\C=C\CCC#C)(=O)N1C(CCC1)=O